1-(1,1,1-trifluoro-2-hydroxypropan-2-yl)cyclopropanecarboxylic acid FC(C(C)(O)C1(CC1)C(=O)O)(F)F